C[C@H]1[C@H](N(CC1)C(NC1=CC=C(C=C1)C(C)C)=O)C(=O)NC1=CC=C(C=C1)C1=CC=C(C=C1)C(=O)O 4'-{[(3R)-3-methyl-1-{[4-(propan-2-yl)phenyl]carbamoyl}-L-prolyl]amino}[1,1-biphenyl]-4-carboxylic acid